NC1=C(C(=NC=N1)N[C@@H]1C[C@@H](CCC1)C(=O)O)C1=CC=C(C=C1)OC1=CC=CC=C1 (1R,3S)-3-(6-Amino-5-(4-phenoxyphenyl)-pyrimidin-4-ylamino)-cyclohexanecarboxylic acid